naphthalene lithium salt [Li].C1=CC=CC2=CC=CC=C12